ON(C([O-])=O)[C@@H](CCO)C=1C=NC(=CC1)C N-hydroxy-N-[(1S)-3-hydroxy-1-(6-methyl-3-pyridyl)propyl]carbamate